3-(7-fluoro-2,3-dihydro-4H-benzo[b][1,4]oxazin-4-yl)-7,8-dihydro-1,6-naphthyridin FC=1C=CC2=C(OCCN2C=2C=NC=3CCN=CC3C2)C1